3-[ethyl-(methyl)amino]-4-methyl-1H-1,2,4-triazol-5(4H)-one C(C)N(C1=NNC(N1C)=O)C